BrC1=CN=C(N1C)C(=O)NC1=CC(=C(C(=O)N2CCC(CC2)C(=O)NCC2CN(C2)C(=O)OC(C)(C)C)C=C1)Cl tert-Butyl 3-[[[1-[4-[(5-bromo-1-methyl-imidazole-2-carbonyl)amino]-2-chloro-benzoyl]piperidine-4-carbonyl]amino]methyl]azetidine-1-carboxylate